5-(4,6-diphenylpyrimidin-2-yl)-2,4-bis(3-methyl-9H-carbazol-9-yl)benzonitrile C1(=CC=CC=C1)C1=NC(=NC(=C1)C1=CC=CC=C1)C=1C(=CC(=C(C#N)C1)N1C2=CC=CC=C2C=2C=C(C=CC12)C)N1C2=CC=CC=C2C=2C=C(C=CC12)C